FC(C(=O)O)(F)F.N[C@@H]1[C@H](OCC(C1)=C)C1=C(C2=NC(=CC(=C2S1)NCC=1SC=CC1)Cl)Br 2-((2S,3S)-3-amino-5-methylenetetrahydro-2H-pyran-2-yl)-3-bromo-5-chloro-N-(thiophen-2-ylmethyl)thieno[3,2-b]pyridin-7-amine trifluoroacetate